ClC=1C=C(C=NC1)C=1NC2=CC=CC=C2C1C1=NC(=NC=C1)Cl 2-(5-Chloropyridin-3-yl)-3-(2-Chloropyrimidin-4-yl)-1H-indole